2-Hydroxy-1-(4-(2-hydroxy-2-methylpropionylphenyl)benzyl)-2-methyl-1-propanon OC(C(=O)CC1=CC=C(C=C1)C1=C(C=CC=C1)C(C(C)(C)O)=O)(C)C